tert-butyl 6-((3-methyl-1-(1-methyl-2,6-dioxopiperidin-3-yl)-2-oxo-2,3-dihydro-1H-benzo[d]imidazol-4-yl)oxy)-2-azaspiro[3.3]heptane-2-carboxylate CN1C(N(C2=C1C(=CC=C2)OC2CC1(CN(C1)C(=O)OC(C)(C)C)C2)C2C(N(C(CC2)=O)C)=O)=O